CC1=C(OC2=C(C=C(C=C2C1=O)C)[C@@H](C)NC1=CC=C(C(=C1C(=NO)N)F)F)C=1C=NN(C1)C 6-[[(1R)-1-[3,6-Dimethyl-2-(1-methylpyrazol-4-yl)-4-oxo-chromen-8-yl]ethyl]-amino]-2,3-difluoro-N'-hydroxy-benzamidine